(3-chloropropyl)hexahydro-2H-furo[3,2-b]pyrrole-5-carboxylic acid ethyl ester C(C)OC(=O)C1CC2C(N1)CC(O2)CCCCl